6-chloro-5-methoxy-3-(1H-pyrazol-4-yl)-2-(5-(trifluoromethyl)-4H-1,2,4-triazol-3-yl)-1H-pyrrolo[3,2-b]pyridine ClC=1C=C2C(=NC1OC)C(=C(N2)C2=NN=C(N2)C(F)(F)F)C=2C=NNC2